(5-(2-((S)-1-cyclopropylethyl)-7-(methylsulfinyl)-1-oxoisoindolin-5-yl)-4-(difluoromethyl)thiazol-2-yl)acetamide C1(CC1)[C@H](C)N1C(C2=C(C=C(C=C2C1)C1=C(N=C(S1)CC(=O)N)C(F)F)S(=O)C)=O